FC1CC(N(C1)C(CN1C=NN=C1)=O)C(=O)NC(C1=NC=C(C=C1)C(C)C)C1=CC=CC=C1 4-fluoro-N-{phenyl[5-(propan-2-yl)pyridin-2-yl]methyl}-1-[2-(4H-1,2,4-triazol-4-yl)acetyl]pyrrolidine-2-carboxamide